(6S,7S)-6-((2-fluoro-[1,1'-biphenyl]-3-yl)methyl)-7-((fluoromethyl)sulfonamido)-N-((R)-1-fluoropropan-2-yl)-5-azaspiro[2.4]heptane-5-carboxamide FC1=C(C=CC=C1C[C@@H]1N(CC2(CC2)[C@@H]1NS(=O)(=O)CF)C(=O)N[C@@H](CF)C)C1=CC=CC=C1